FC1=C(C=CC=C1C=1C=NN(C1)[C@H](C)C1=CC=NC=C1)C1=CC=2N(C=C1)N=C(N2)N |r| racemic-7-(2-fluoro-3-(1-(1-(pyridin-4-yl)ethyl)-1H-pyrazol-4-yl)phenyl)-[1,2,4]triazolo[1,5-a]pyridin-2-amine